COC1=CC(=C(C=C1)NC1=CC2=C(C=N1)N(C(N2C2CCN(CC2)C)=O)C)C 6-((4-methoxy-2-methylphenyl)amino)-3-methyl-1-(1-methylpiperidin-4-yl)-1,3-dihydro-2H-imidazo[4,5-c]Pyridin-2-one